OC1=CC=C(C=C1)[C@@H](C(=O)OC)N1CC2=CC=CC=C2C1 methyl (S)-2-(4-hydroxyphenyl)-2-(isoindolin-2-yl)acetate